ethyl(2,6-difluorobenzyl)-[4-dimethylaminomethyl-3-(6-methoxypyridazin-3-ylcarbamoyl)-5-(4-nitrophenyl)thiophen-2-yl]carbamate C(C)OC(N(C=1SC(=C(C1C(NC=1N=NC(=CC1)OC)=O)CN(C)C)C1=CC=C(C=C1)[N+](=O)[O-])CC1=C(C=CC=C1F)F)=O